1-((1R,4R)-5-(4-((4-([1,2,4]triazolo[1,5-a]pyridin-7-yloxy)-2-fluoro-3-methylphenyl)amino)pyrido[3,2-d]pyrimidin-6-yl)-2,5-diazabicyclo[2.2.2]octan-2-yl)prop-2-en-1-one N=1C=NN2C1C=C(C=C2)OC2=C(C(=C(C=C2)NC=2C1=C(N=CN2)C=CC(=N1)N1[C@H]2CN([C@@H](C1)CC2)C(C=C)=O)F)C